2-((4-(4-fluoro-2,6-dimethylphenyl)-1-oxo-1,2-dihydroisoquinolin-7-yl)oxy)acetamide FC1=CC(=C(C(=C1)C)C1=CNC(C2=CC(=CC=C12)OCC(=O)N)=O)C